ethyl (1S,3S,5R)-5-(((4-nitrobenzoyl)oxy)methyl)-2-azabicyclo[3.1.0]hexane-3-carboxylate [N+](=O)([O-])C1=CC=C(C(=O)OC[C@@]23C[C@H](N[C@H]3C2)C(=O)OCC)C=C1